FC1=CC=C2C(=C1F)OCC[C@]21NC(OC1)=O (S)-7,8-difluorospiro[chroman-4,4'-oxazolidine]-2'-one